C[C@H](/C=C/[C@H](C)C(C)C)[C@H]1CC[C@@H]2[C@@]1(CC[C@]3(C2=CC(=O)[C@@]4([C@@]3(CC[C@@H](C4)O)C)O)O)C The molecule is an ergostanoid that is (22E)-ergosta-7,22-diene substituted by hydroxy groups at positions 3, 5 and 9 and an oxo group at position 6 (the 3beta,5alpha stereoisomer). It has been isolated from Aspergillus ochraceus. It has a role as an Aspergillus metabolite. It is a 3beta-hydroxy steroid, a 5alpha-hydroxy steroid, a 9-hydroxy steroid, a 6-oxo steroid, an ergostanoid and a tertiary alpha-hydroxy ketone.